2H-benzotriazol-2-yl-4-(1,1,3,3-tetramethyl-butyl)phenol N=1N(N=C2C1C=CC=C2)C2=C(C=CC(=C2)C(CC(C)(C)C)(C)C)O